C(\C=C/C(=O)O)(=O)[O-].C1(=CC=CC=C1)[S+](C1=CC=CC=C1)C1=CC=CC=C1 monotriphenylsulfonium maleate